tert-butyl 2-(3-bromophenyl)-2-{5-[2-(3-fluoroazetidin-1-yl)ethyl]-2-oxo-4-(trifluoromethyl)pyridin-1-yl}acetate BrC=1C=C(C=CC1)C(C(=O)OC(C)(C)C)N1C(C=C(C(=C1)CCN1CC(C1)F)C(F)(F)F)=O